trans-4-((4-(2-Cyclopropyloxazol-4-yl) pyridin-2-yl)((trans-4-(5-methoxy-6-methylpyridin-2-yl)cyclohexyl)methyl) carbamoyl)cyclohexyl 3-((dimethylamino)methyl)azetidine-1-carboxylate CN(C)CC1CN(C1)C(=O)O[C@@H]1CC[C@H](CC1)C(N(C[C@@H]1CC[C@H](CC1)C1=NC(=C(C=C1)OC)C)C1=NC=CC(=C1)C=1N=C(OC1)C1CC1)=O